NC1=NC(=C(C=2N1C(NN2)=O)C2=CC(=NC=C2)C)C2=CC=CC=C2 5-amino-8-(2-methylpyridin-4-yl)-7-phenyl-[1,2,4]triazolo[4,3-c]pyrimidin-3(2H)-one